ClC=1C(=CC2=C(N(C(N=C2N2[C@H](CN(CC2)C(=O)OC(C)(C)C)C)=O)C2=C(C=CC=C2C)C(=O)OC)N1)F tert-butyl (S)-4-(7-chloro-6-fluoro-1-(2-(methoxycarbonyl)-6-methylphenyl)-2-oxo-1,2-dihydropyrido[2,3-d]pyrimidin-4-yl)-3-methylpiperazine-1-carboxylate